BrC1=C(C(=CC=C1)F)C1CC(=NO1)C=1N=C(SC1)C1CCN(CC1)C(COC1=NC=CC(=N1)C(F)(F)F)=O 1-(4-(4-(5-(2-bromo-6-fluorophenyl)-4,5-dihydroisoxazol-3-yl)thiazol-2-yl)piperidin-1-yl)-2-((4-(trifluoromethyl)pyrimidin-2-yl)oxy)ethan-1-one